1-octyl-4-methylpyrroline hexafluorophosphate F[P-](F)(F)(F)(F)F.C(CCCCCCC)N1C=CC(C1)C